(1R,2R,3S,4R,5S)-1-(((2-amino-3-bromoquinolin-7-yl)oxy)methyl)-4-(4-amino-7H-pyrrolo[2,3-d]pyrimidin-7-yl)bicyclo[3.1.0]hexane-2,3-diol NC1=NC2=CC(=CC=C2C=C1Br)OC[C@@]12[C@H]([C@H]([C@@H]([C@H]2C1)N1C=CC2=C1N=CN=C2N)O)O